C(C)(=O)OCCN(C)C N,N-dimethylaminoethyl acetate